F[C@H]1[C@H](C[C@@H](N(C1)C1=NC=CC(=N1)NC=1N=CC2=C(C=CC(=C2C1)[C@H]1N(CCC1)C(C=C)=O)N1CC(C1)CS(=O)(=O)C)C)OC 1-((S)-2-(3-((2-((2S,4S,5R)-5-fluoro-4-methoxy-2-methylpiperidin-1-yl)pyrimidin-4-yl)amino)-8-(3-((methylsulfonyl)methyl)azetidin-1-yl)isoquinolin-5-yl)pyrrolidin-1-yl)prop-2-en-1-one